S(=O)(=O)(C1=CC=C(C)C=C1)N1C=C(C=2C1=NC=CN2)C=2SC=C(N2)C=2C=C(C=CC2)[C@@]2(COC=1C2=NC=CC1)O (R)-3-(3-(2-(5-Tosyl-5H-pyrrolo[2,3-b]pyrazin-7-yl)thiazol-4-yl)phenyl)-2,3-dihydrofuro[3,2-b]pyridin-3-ol